(R or S)-5-(2-(3-(2-(4-chlorothiophen-2-yl)ethyl)-3-(ethoxy-methyl)pyrrolidin-1-yl)propan-2-yl)-2-methylpyridine ClC=1C=C(SC1)CC[C@@]1(CN(CC1)C(C)(C)C=1C=CC(=NC1)C)COCC |o1:8|